FC=1C(=NC=C(C1)F)CC#N 2-(3,5-difluoropyridin-2-yl)acetonitrile